1,3-bis[1-(4-hydroxyphenyl)-1-methylethyl]benzene OC1=CC=C(C=C1)C(C)(C)C1=CC(=CC=C1)C(C)(C1=CC=C(C=C1)O)C